C(C)N(C(=O)C=1N=C(OC1)C=1C=NN(C1)C1=NC=CC=C1)C1CCNCC1 N-ethyl-N-(piperidin-4-yl)-2-[1-(pyridin-2-yl)-1H-pyrazol-4-yl]-1,3-oxazole-4-carboxamide